N-cyclopentyl-2-(5-methylpyridin-3-yl)benzo[d]thiazole-6-carboxamide C1(CCCC1)NC(=O)C1=CC2=C(N=C(S2)C=2C=NC=C(C2)C)C=C1